4-((tert-butoxycarbonyl)amino)pentanedioate C(C)(C)(C)OC(=O)NC(CCC(=O)[O-])C(=O)[O-]